anthrylphenylboric acid C1(=CC=CC2=CC3=CC=CC=C3C=C12)C1=C(C=CC=C1)OB(O)O